NC1=NC(=CC2=C1N=C(N2C)CCCO)N(CC=2C=NC=CC2)C 3-(4-amino-1-methyl-6-(methyl-(pyridin-3-ylmethyl)amino)-1H-imidazo[4,5-c]pyridin-2-yl)propan-1-ol